4,4-difluorocyclohexylamine hydrochloride Cl.FC1(CCC(CC1)N)F